NC(C(=O)N[C@H](C(=O)NC(CC1C(NCC1)=O)C(N)=O)CC(C)C)C(C)OC(C)(C)C (2S)-2-[2-amino-3-(tert-butoxy)butanamido]-N-[1-carbamoyl-2-(2-oxopyrrolidin-3-yl)ethyl]-4-methylpentanamide